C(C)(C)(C)OC(NCC1=CC=C(C=C1)N1N=C2C=C(C=CC2=C1)Br)=O (4-(6-bromo-2H-indazol-2-yl)benzyl)carbamic acid tert-butyl ester